C1(=CC=CC=C1)S(=O)(=O)N1C=C(C2=CC=CC=C12)B(O)O 1-(PHENYLSULFONYL)-1H-INDOL-3-YLBORONIC ACID